C(\C=C/C(=O)O)(=O)O.C(C(O)CC(=O)O)(=O)O malic acid (maleate)